O1CCN(CC1)S(=O)(=O)C=1C=C(C=C(C1)N1CCC(CC1)OC1=CC=C(C=C1)C(F)(F)F)C1(COC1)O 3-(3-(morpholinosulfonyl)-5-(4-(4-(trifluoromethyl)phenoxy)piperidin-1-yl)phenyl)oxetan-3-ol